2-amino-5-bromo-N-((3r,6s)-6-(2-hydroxy-propan-2-yl)tetrahydro-2H-pyran-3-yl)nicotinamide NC1=C(C(=O)N[C@H]2CO[C@@H](CC2)C(C)(C)O)C=C(C=N1)Br